(Z)-N'-(3-(3-(3,5-bis(trifluoromethyl)phenyl)-1H-1,2,4-triazol-1-yl)acryloyl)-1-methylpiperidine-4-carbohydrazide FC(C=1C=C(C=C(C1)C(F)(F)F)C1=NN(C=N1)\C=C/C(=O)NNC(=O)C1CCN(CC1)C)(F)F